NC1=NC(=NC(=C1C(=O)OCC)C12CC(C1)(C2)C(F)(F)F)N2C[C@@H](O[C@@H](C2)C)C=2C=NN(C2)C(F)F ethyl 4-amino-2-[(2S,6R)-2-[1-(difluoromethyl)pyrazol-4-yl]-6-methyl-morpholin-4-yl]-6-[3-(trifluoromethyl)-1-bicyclo[1.1.1]pentanyl]pyrimidine-5-carboxylate